tert-Butyl (2S)-2-{[(3-Chloro-1H-indol-5-yl)methyl]carbamoyl}azetidine-1-carboxylate tert-Butyl-(2S)-2-{[(3-chloro-1H-indol-5-yl)methyl]carbamoyl}azetidine-1-carboxylate C(C)(C)(C)OC(=O)N1[C@@H](CC1)C(NCC=1C=C2C(=CNC2=CC1)Cl)=O.ClC1=CNC2=CC=C(C=C12)CNC(=O)[C@H]1N(CC1)C(=O)OC(C)(C)C